(E)-N-[1-(2-nitrophenyl)-1H-pyrrole-2-yl-allylideneamino]-guanidinium [N+](=O)([O-])C1=C(C=CC=C1)N1C(=CC=C1)C=C\C=N\NC(=[NH2+])N